Chloroacenaphthylene-1,2-dione ClC1=C2C(C(C=3C=CC=C(C=C1)C32)=O)=O